C(C)(C)(C)OC(=O)\N=C(\NC1=CC(=C(C(=O)OC=2C=3N(C(=CC2)CC(=O)OC(C)(C)C)N=CN3)C=C1)C#CCOCCOCC#C)/NC(=O)OC(C)(C)C 5-(2-(tert-butoxy)-2-oxoethyl)-[1,2,4]triazolo[1,5-a]pyridin-8-yl (Z)-4-(2,3-bis(tert-butoxycarbonyl)guanidino)-2-(3-(2-(prop-2-yn-1-yloxy)ethoxy)prop-1-yn-1-yl)benzoate